selenazolo[4,5-c]-quinolin-4-amine [Se]1C=NC=2C(=NC=3C=CC=CC3C21)N